CN1N=C(C=C1)[Sn](CCCC)(CCCC)CCCC 1-Methyl-3-(tributylstannyl)-1H-pyrazole